(3S,4R,5R)-1-(((R)-1-(3-(trifluoromethyl)pyridin-4-yl)piperidin-3-yl)methyl)piperidine-3,4,5-triol FC(C=1C=NC=CC1N1C[C@H](CCC1)CN1C[C@@H](C([C@@H](C1)O)O)O)(F)F